2-methyl-N-(3-methylbut-2-en-1-yl)undecan-1-imine oxide CC(C=[N+](CC=C(C)C)[O-])CCCCCCCCC